2-bromo-6-fluoro-phenol BrC1=C(C(=CC=C1)F)O